ClC1=CC(=C(C=N1)C1=NC=C(C=C1F)CN1CC(C1)CC(C)(F)F)F 6'-chloro-5-((3-(2,2-difluoropropyl)azetidin-1-yl)methyl)-3,4'-difluoro-2,3'-bipyridine